2,2'-(propane-2,2-diylbis{[2,6-di(thianthren-1-yl)-4,1-phenylene]oxy})di(ethan-1-ol) CC(C)(C1=CC(=C(C(=C1)C1=CC=CC=2SC3=CC=CC=C3SC12)OCCO)C1=CC=CC=2SC3=CC=CC=C3SC12)C1=CC(=C(C(=C1)C1=CC=CC=2SC3=CC=CC=C3SC12)OCCO)C1=CC=CC=2SC3=CC=CC=C3SC12